[Si](C)(C)(C(C)(C)C)OCC1CC(C1)C=1C=CC=C2C(=CN=CC12)N1C(NC(CC1)=O)=O 1-[8-[3-[[tert-butyl(dimethyl)silyl]oxymethyl]cyclobutyl]-4-isoquinolyl]hexahydro-pyrimidine-2,4-dione